CON(C(=O)C1=CN(C(C2=CC(=C(C=C12)OC)OC)=O)C1=NOC2=C1C=C(C=C2)C)C N,6,7-trimethoxy-N-methyl-2-(5-methylbenzo[d]isoxazol-3-yl)-1-oxo-1,2-dihydroisoquinoline-4-carboxamide